CC1=NN=C(N=N1)C1=CC=C(OCCOCCOCCOCCOCCC(=O)O)C=C1 3-[2-[2-[2-[2-[4-(6-methyl-1,2,4,5-tetrazin-3-yl)phenoxy]ethoxy]ethoxy]ethoxy]ethoxy]propanoic acid